3-(4-Bromo-2-methylphenoxy)-N-(3-(methylthio)phenyl)-6-(trifluoromethyl)pyridazine-4-carboxamide BrC1=CC(=C(OC=2N=NC(=CC2C(=O)NC2=CC(=CC=C2)SC)C(F)(F)F)C=C1)C